rac-tert-butyl (1S,2R,5R)-2-(benzyloxy)-3,3-dimethoxy-8-azabicyclo[3.2.1]octane-8-carboxylate C(C1=CC=CC=C1)O[C@@H]1[C@@H]2CC[C@H](CC1(OC)OC)N2C(=O)OC(C)(C)C |r|